C(C1=CC=CC=C1)OC(=O)N1[C@@H](CCC1)C(N[C@@H](C(=O)NC1=CC=C(C=C1)OC)C1=CC=C(C=C1)OC)=O benzyl-(S)-2-(((R)-1-(4-methoxyphenyl)-2-((4-methoxyphenyl)amino)-2-oxoethyl)carbamoyl)-pyrrolidine-1-carboxylate